4-(3-chloro-4-fluorophenyl)-2-oxo-N-[2-(trifluoromethyl)-phenyl]-3-pyrrolidinecarboxamide ClC=1C=C(C=CC1F)C1C(C(NC1)=O)C(=O)NC1=C(C=CC=C1)C(F)(F)F